1-(5-fluoro-4-(piperidin-1-yl)pyridin-3-yl)-N4,N4-dimethylbenzene-1,4-disulfonamide FC=1C(=C(C=NC1)C1(CC=C(C=C1)S(=O)(=O)N(C)C)S(=O)(=O)N)N1CCCCC1